C(C)(C)(C)C1=CC(=NN1C1=CC=C(C=C1)OC(F)(F)F)N1CCN(CC1)C(=O)OC(C)(C)C tert-butyl 4-[5-tert-butyl-1-[4-(trifluoromethoxy)phenyl]pyrazol-3-yl]piperazine-1-carboxylate